1-(2,6-dimethylphenyl)-3-(4-(2-(5-(pentyloxy)pentyl)hydrazine-1-carbonyl)benzyl)urea CC1=C(C(=CC=C1)C)NC(=O)NCC1=CC=C(C=C1)C(=O)NNCCCCCOCCCCC